C(C1=CC=CC=C1)(=O)OC\C=C/COC(C1=CC=CC=C1)=O (Z)-but-2-ene-1,4-diyl dibenzoate